5-(methyl)-2-vinylpyridine CC=1C=CC(=NC1)C=C